(R)-4-bromo-phenylmethyl sulfoxide BrC1=CC=C(C=C1)CS(=O)CC1=CC=C(C=C1)Br